L-alanine-15N1 [15NH2][C@@H](C)C(=O)O